COC=1C(=C2C(=NC=NC2=CC1)N)N1C2CCN(C2C1)C 6-methoxy-5-(2-methyl-2,6-diazabicyclo[3.2.0]hept-6-yl)quinazolin-4-amine